Cl.N(N)CCN(C)C 2-hydrazino-N,N-dimethyl-ethylamine-HCl